2-((2-ethyl-6-(1-(methylsulfonyl)piperidin-4-yl)imidazo[1,2-a]pyridin-3-yl)(methyl)amino)-4-(4-fluorophenyl)thiazole-5-carbonitrile C(C)C=1N=C2N(C=C(C=C2)C2CCN(CC2)S(=O)(=O)C)C1N(C=1SC(=C(N1)C1=CC=C(C=C1)F)C#N)C